O(CCN)CCN 2,2'-oxybis(ethan-1-amine)